N-[1-(trifluoromethyl)cyclopropyl]pyridine-2-carboxamide tert-butyl-(2S)-2-(2-[2-[1-(pyridin-4-ylmethyl)pyrrole-2-amido]-1,3-thiazol-4-yl]ethenyl)piperidine-1-carboxylate C(C)(C)(C)OC(=O)N1[C@@H](CCCC1)C=CC=1N=C(SC1)NC(=O)C=1N(C=CC1)CC1=CC=NC=C1.FC(C1(CC1)NC(=O)C1=NC=CC=C1)(F)F